(3-chloro-4-(trifluoromethoxy)phenyl)(5-(trifluoromethoxy)pyridin-2-yl)methylamine hydrochloride Cl.ClC=1C=C(C=CC1OC(F)(F)F)NCC1=NC=C(C=C1)OC(F)(F)F